3-bromo-5-(2-(difluoromethyl)-3-ethoxy-4-methoxyphenyl)pyridine 2,2'-azinobis(3-ethylbenzthiazoline-6-sulfonate) N(N=C1SC2=C(N1CC)C=CC(=C2)S(=O)(=O)O)=C2SC1=C(N2CC)C=CC(=C1)S(=O)(=O)O.BrC=1C=NC=C(C1)C1=C(C(=C(C=C1)OC)OCC)C(F)F